4-((3,4-dioxo-2-((1,5,5-trimethyl-1,4,5,6-tetrahydrocyclopenta[c]pyrazol-4-yl)amino)cyclobut-1-en-1-yl)amino)-3-hydroxy-N,N-dimethylpicolinamide O=C1C(=C(C1=O)NC1=C(C(=NC=C1)C(=O)N(C)C)O)NC1C(CC=2N(N=CC21)C)(C)C